BrC=1C(=NC(=C(N1)SC1=C(C(=NC=C1)Cl)Cl)C)NCCNC(O)=O (2-((3-bromo-5-((2,3-dichloropyridin-4-yl)thio)-6-methylpyrazin-2-yl)amino)ethyl)carbamic acid